O1C(OCC1)C=1C(=NC(=NC1OCC)C)CC(=O)NC1(CCN(CC1)C(=O)OC(C)(C)C)C tert-butyl 4-(2-(5-(1,3-dioxolan-2-yl)-6-ethoxy-2-methylpyrimidin-4-yl)acetamido)-4-methylpiperidine-1-carboxylate